C1=C(C(=CC=C1C1NCC2=CC=CC=C12)C)C 6-xylyl-isoindoline